5-(4-Chlorophenyl)-3-phenyl-4,5-dihydroisoxazole ClC1=CC=C(C=C1)C1CC(=NO1)C1=CC=CC=C1